1-(4-(4-(2-(piperidin-4-yl)propan-2-yl)piperazin-1-yl)-3-(trifluoromethyl)benzyl)dihydropyrimidine-2,4(1H,3H)-dione N1CCC(CC1)C(C)(C)N1CCN(CC1)C1=C(C=C(CN2C(NC(CC2)=O)=O)C=C1)C(F)(F)F